C(C)(C)C1=C(C=CC=C1)C1=NN2C(C=N1)=NN=C2CC2=CC=C(C=C2)C=2N(C=C(N2)C(F)(F)F)C 6-(2-isopropylphenyl)-3-(4-(1-methyl-4-(trifluoromethyl)-1H-imidazol-2-yl)benzyl)-[1,2,4]triazolo[3,4-f][1,2,4]triazine